C(C1CO1)N(C1=CC=C(C=C1)CC1=CC=C(N(CC2CO2)CC2CO2)C=C1)CC1CO1 tetraglycidyl-4,4'-methylenebis-aniline